Sulphur iodine [I].[S]